5-(bromomethyl)benzo[d][1,3]dioxole BrCC1=CC2=C(OCO2)C=C1